C(CCCCCCC)OC1=CC=C(C=C1)C1NCC=[N+]1[O-] 2-(4-n-octyloxyphenyl)-2,5-dihydro-1H-imidazole-3-oxide